N1=C(N=CC2=CC=CC=C12)NC1=C2CN(CC2=CC=C1)C(=O)OC(C)(C)C tert-butyl 4-(quinazolin-2-ylamino)-isoindoline-2-carboxylate